COC=1C=C2C(=CC=NC2=CC1OC)OC1=C(C=C(C=C1)NC(=O)CNC(C1=CC=CC=C1)=O)F N-{[4-(6,7-dimethoxy-quinolin-4-yloxy)-3-fluoro-phenylcarbamoyl]-methyl}-benzamide